4-((5-chloro-4-(1-isopropyl-1H-pyrazol-4-yl)pyrimidin-2-yl)amino)-N-(4-cyanobenzyl)-3-methoxybenzamide ClC=1C(=NC(=NC1)NC1=C(C=C(C(=O)NCC2=CC=C(C=C2)C#N)C=C1)OC)C=1C=NN(C1)C(C)C